FC=1C=C(CNC2=CC(=NC=C2C(=O)N)NC2=CC(=CC=C2)NC(=O)[C@H]2CNCCC2)C=C(C1)F (+)-(R)-4-[(3,5-difluorobenzyl)amino]-6-[[3-(Piperidine-3-carboxamido)phenyl]amino]nicotinamide